tert-butyl 4-(6-(2,2-difluorocyclopropane-1-carboxamido)pyridin-3-yl)piperazine-1-carboxylate FC1(C(C1)C(=O)NC1=CC=C(C=N1)N1CCN(CC1)C(=O)OC(C)(C)C)F